C(C1=CC=CC=C1)(=O)N1CCN(CC1)CCCl 1-benzoyl-4-(β-chloroethyl)piperazine